C(C)OCOC1=C(C=CC(=C1)C#C)C1=C(N=C(N=N1)SC)OC 6-(2-(Ethoxymethoxy)-4-ethynylphenyl)-5-methoxy-3-(methylthio)-1,2,4-triazine